Methyl 2-Methyl-4-nitrobenzoate CC1=C(C(=O)OC)C=CC(=C1)[N+](=O)[O-]